6-(Dimethylphosphoryl)-2,3-difluoro-N-(2-fluoro-4-iodophenyl)aniline CP(=O)(C)C1=CC=C(C(=C1NC1=C(C=C(C=C1)I)F)F)F